CC=1N(C(=CC1C1=NN=C2N1CCCCC2)C)C2=CC=CC=C2 3-(2,5-dimethyl-1-phenyl-1H-pyrrol-3-yl)-6,7,8,9-tetrahydro-5H-[1,2,4]triazolo[4,3-a]azepine